FC1=C(C=CC=C1)C=1N=C(OC1)C1=CC2=C(N(N=N2)C(C)C)C=C1 5-[4-(2-fluorophenyl)-1,3-oxazol-2-yl]-1-(propan-2-yl)-1H-1,2,3-benzotriazole